(4-carboxyphenyl) chloride C(=O)(O)C1=CC=C(C=C1)Cl